C(#N)[C@H]1N(CC(C1)(F)F)C(CNC(=O)C1=CC=NC2=CC=C(C=C12)N(CCCN1CCN(CC1)C(=O)[O-])C)=O (S)-4-(3-((4-((2-(2-cyano-4,4-difluoropyrrolidin-1-yl)-2-oxoethyl)carbamoyl)quinolin-6-yl)(methyl)amino)propyl)piperazine-1-carboxylate